O1CCC(CC1)C#CC=1SC(=CN1)C=1C=C2C(=CN=CC2=CC1)CN1CCC(CC1)C(=O)O 1-((6-(2-((tetrahydro-2H-pyran-4-yl)ethynyl)thiazol-5-yl)isoquinolin-4-yl)methyl)piperidine-4-carboxylic acid